(R)-4-(2-fluorophenyl)-oxazolidine FC1=C(C=CC=C1)[C@H]1NCOC1